(6-((4,4-difluorocyclohexyl)amino)-2-(3-(trifluoromethyl)-1H-pyrazol-1-yl)pyrimidin-4-yl)methanol FC1(CCC(CC1)NC1=CC(=NC(=N1)N1N=C(C=C1)C(F)(F)F)CO)F